5-{[5-(hexahydropyridin-1-yl)pentyl]oxy}-6-methyl-1-phenyl-4,5-dihydropyrazolo[3,4-d]pyrimidin-4-one N1(CCCCC1)CCCCCON1C(=NC2=C(C1=O)C=NN2C2=CC=CC=C2)C